2-aminothiazole nitrogen [N].NC=1SC=CN1